C1C2(N(CO1)COC2)CO 1H,3H,5H-OXAZOLO[3,4-C]OXAZOLE-7A(7H)-METHANOL